CC(CO)(C)C 2,2-dimethyl-1-propanol